CC1(OCC(CO1)OCC(CNC(OCC1=CC=CC=C1)=O)COC1COC(OC1)(C)C)C benzyl (3-((2,2-dimethyl-1,3-dioxan-5-yl)oxy)-2-(((2,2-dimethyl-1,3-dioxan-5-yl)oxy)methyl) propyl)carbamate